[2-(6-Fluoro-2,4-dimethyl-indol-1-yl)-ethyl]-[6-(4-[1,2,4]oxadiazol-5-yl-phenyl)-pyrimidin-4-yl]-amine FC1=CC(=C2C=C(N(C2=C1)CCNC1=NC=NC(=C1)C1=CC=C(C=C1)C1=NC=NO1)C)C